2,2-dimethylpropylhydroxide CC(CO)(C)C